N-methyl-N-(p-tolyl)-1-(4-(5-(trifluoromethyl)-1,2,4-oxadiazol-3-yl)phenyl)-1H-pyrazole-4-sulfonamide CN(S(=O)(=O)C=1C=NN(C1)C1=CC=C(C=C1)C1=NOC(=N1)C(F)(F)F)C1=CC=C(C=C1)C